2-(6-oxa-3-azabicyclo[3.1.1]heptan-3-yl)-1-(2-(6-(2-ethyl-5-fluoro-4-hydroxyphenyl)-4-fluoro-1H-indazol-3-yl)-3,4,6,7-tetrahydro-5H-imidazo[4,5-c]pyridin-5-yl)ethan C12CN(CC(O1)C2)CCN2CC1=C(CC2)N=C(N1)C1=NNC2=CC(=CC(=C12)F)C1=C(C=C(C(=C1)F)O)CC